CC1=CC(=NC=C1)C=1N=C(SC1)NC1=NC=CC=C1C1=CC=CC=C1 4-(4-methylpyridin-2-yl)-N-(3-phenylpyridin-2-yl)thiazol-2-amine